C[N+](C)(CC)[O-] N,N-dimethylethylamine oxide